tetradodecyl 3,3',3'',3'''-((((6-((2-(4-hydroxypiperidin-1-yl)ethyl)amino)-1,3,5-triazine-2,4-diyl)bis(azanediyl))bis(propane-3,1-diyl))bis(azanetriyl))tetrapropionate OC1CCN(CC1)CCNC1=NC(=NC(=N1)NCCCN(CCC(=O)OCCCCCCCCCCCC)CCC(=O)OCCCCCCCCCCCC)NCCCN(CCC(=O)OCCCCCCCCCCCC)CCC(=O)OCCCCCCCCCCCC